C([O-])([O-])=O.[K+].CC1OC2=C(OC1)C=CC(=C2)C=O.[K+] 3-methyl-2,3-dihydro-1,4-benzodioxine-6-carbaldehyde Potassium carbonate